The molecule is an amino acid zwitterion, obtained by transfer of a proton from the carboxylic acid group to the amino group of (1R,6R)-6-amino-5-oxocyclohex-2-ene-1-carboxylic acid. It is an enantiomer of a (1S,6S)-6-ammonio-5-oxocyclohex-2-ene-1-carboxylate. It is a tautomer of a (1R,6R)-6-amino-5-oxocyclohex-2-ene-1-carboxylic acid. C1C=C[C@H]([C@H](C1=O)[NH3+])C(=O)[O-]